N-[1-(5-acetyl-2-pyrimidin-2-yl-1,2,4-triazol-3-yl)ethyl]-3,5-bis(trifluoromethyl)benzamide C(C)(=O)C=1N=C(N(N1)C1=NC=CC=N1)C(C)NC(C1=CC(=CC(=C1)C(F)(F)F)C(F)(F)F)=O